(1R,2S)-2-cyano-N-(6-(5-(difluoromethyl)-6-fluoro-7-(isopropylamino)-1H-indazol-4-yl)imidazo[1,2-a]pyrazin-2-yl)cyclopropane-1-carboxamide C(#N)[C@@H]1[C@@H](C1)C(=O)NC=1N=C2N(C=C(N=C2)C2=C3C=NNC3=C(C(=C2C(F)F)F)NC(C)C)C1